7-chloro-8-fluoro-5-methoxy-2-(methylthio)pyrido[4,3-d]pyrimidine-4-ol ClC1=C(C=2N=C(N=C(C2C(=N1)OC)O)SC)F